bisphenol boronate B(O)O.C1(=CC=CC=C1)O.C1(=CC=CC=C1)O